O=C1C[C@@H](OC2=C1C=CC=1NC(=NC12)C(F)(F)F)C1=CC=C(C#N)C=C1 (R)-4-(6-oxo-2-(trifluoromethyl)-3,6,7,8-tetrahydrochromeno[7,8-d]imidazol-8-yl)benzonitrile